[5-[2-[(2R,6s)-2,6-dimethylmorpholin-4-yl]-4-morpholin-4-ylpyrido[2,3-d]pyrimidin-7-yl]-2-methoxyphenyl]methanol C[C@@H]1CN(C[C@@H](O1)C)C=1N=C(C2=C(N1)N=C(C=C2)C=2C=CC(=C(C2)CO)OC)N2CCOCC2